FC1=C(CC2=NC3=C(N2CCOC)C=C(C=C3)C(=O)O)C=C(C(=C1)C1=NC(=CC=C1)OCC1=C(C=C(C=C1)C=1C=NN(C1)C1CCOCC1)F)F 2-(2,5-difluoro-4-(6-((2-fluoro-4-(1-(tetrahydro-2H-pyran-4-yl)-1H-pyrazol-4-yl)benzyl)oxy)pyridin-2-yl)benzyl)-1-(2-methoxyethyl)-1H-benzo[d]imidazole-6-carboxylic acid